5-Bromo-1-methyl-3-(6-(trifluoromethyl)pyridazin-3-ylamino)pyridin-2(1H)-one BrC=1C=C(C(N(C1)C)=O)NC=1N=NC(=CC1)C(F)(F)F